BrC1=CC=C(C=C1)N1CCC(CC1)N1C(NC(CC1)=O)=O 1-[1-(4-bromophenyl)-4-piperidyl]hexahydropyrimidine-2,4-dione